[[2-[(2R,5S)-2-(1H-benzimidazol-5-yl)-5-methyl-1-piperidyl]-2-oxo-acetyl]amino]-2-methoxy-pyridine-3-carboxamide N1C=NC2=C1C=CC(=C2)[C@@H]2N(C[C@H](CC2)C)C(C(=O)NC2=C(C(=NC=C2)OC)C(=O)N)=O